C(C=1C(O)=CC=CC1)=NC1C(CCCC1)N=CC=1C(O)=CC=CC1 N,N'-disalicylidene-1,2-cyclohexanediamine